ClC(C[Si](Cl)(OC)OC)C 2-chloropropyldimethoxychlorosilane